N-Acetyl-Serin C(C)(=O)N[C@@H](CO)C(=O)O